2-Methyl-2-propanyl 4-[(5-amino-2-chloro-6-methyl-4-pyrimidinyl)amino]-1-piperidinecarboxylate NC=1C(=NC(=NC1C)Cl)NC1CCN(CC1)C(=O)OC(C)(C)C